BrC1=CC=CC(=N1)NC(=O)[C@H]1N(C[C@@H](C1)F)C(CN1N=C(C2=CC(=CC=C12)C=1C=NC(=NC1)C)CC)=O (2S,4R)-N-(6-bromopyridin-2-yl)-1-(2-(3-ethyl-5-(2-methylpyrimidin-5-yl)-1H-indazol-1-yl)acetyl)-4-fluoropyrrolidine-2-carboxamide